CN(CCCOC1=CC=C(C=N1)C1=CC=2C=3N(C=NC2C=C1)N(C(C3N3CCOCC3)=O)C)C 9-(6-(3-(dimethylamino)propoxy)pyridin-3-yl)-3-methyl-1-morpholinopyrazolo[1,5-c]quinazolin-2(3H)-one